COC1=CC=C(C=C1)CN1C(C2=C3C(C(=CC=C13)CN1N=NC(=C1)C1(CCNCC1)C)=CC=C2)=O 1-[(4-methoxyphenyl)methyl]-6-[[4-(4-methyl-4-piperidyl)triazol-1-yl]methyl]benzo[cd]indol-2-one